N-(6-amino-5-ethylpyridin-3-yl)-2-((2R,5S)-5-methyl-2-(4-((1-methylpiperidin-4-yl)methoxy)phenyl)piperidin-1-yl)-2-oxoacetamide NC1=C(C=C(C=N1)NC(C(=O)N1[C@H](CC[C@@H](C1)C)C1=CC=C(C=C1)OCC1CCN(CC1)C)=O)CC